COC1=CC=C(C=C1)C#CC(=C)C 1-methoxy-4-(3-methylbut-3-en-1-yn-1-yl)benzene